ethyl 1,5-dimethyl-1H-imidazole-4-carboxylate CN1C=NC(=C1C)C(=O)OCC